C(C)N(C=1C=C2CN(C(C2=CC1)=O)C1C(NC(CC1)=O)=O)[C@H]1[C@@H](CCC1)NCC 3-(5-(ethyl((1R,2R)-2-(ethylamino)cyclopentyl)amino)-1-oxoisoindolin-2-yl)piperidine-2,6-dione